C[Si]1(CN(CCC1)C(=O)C1=CN=CS1)C 5-(3,3-Dimethyl-1,3-azasilinane-1-carbonyl)-1,3-thiazol